dodecyl-methane diisocyanate [N-]=C=O.[N-]=C=O.C(CCCCCCCCCCC)C